CC1=C(C(NC(=C1)C)=O)CNC(=O)C=1C=2C(=CN(C2C=C(C1)C=1C=NC(=CC1)N1CCNCC1)[C@H](CC)C)C N-[(4,6-dimethyl-2-oxo-1,2-dihydro-3-pyridinyl)methyl]-3-methyl-1-[(1S)-1-methylpropyl]-6-[6-(1-piperazinyl)-3-pyridinyl]-1H-indole-4-carboxamide